3-o-chlorophenyl-2-p-chlorophenyl-1,1-dichloroethylene ClC1=C(C=CC=C1)C=1C=C(C=CC1Cl)C=C(Cl)Cl